2-((1r,2r)-1-(2-cyanophenyl)-1-(1,3-dimethyl-1H-pyrazol-5-yl)propan-2-yl)-5-hydroxy-N-(isoxazol-4-yl)-1-methyl-6-oxo-1,6-dihydropyrimidine-4-carboxamide C(#N)C1=C(C=CC=C1)[C@@H]([C@@H](C)C=1N(C(C(=C(N1)C(=O)NC=1C=NOC1)O)=O)C)C1=CC(=NN1C)C